iodine (V) oxide [I+3]=O